(4,5-difluoro-2-trimethylsilyl-phenyl) trifluoromethanesulfonate FC(S(=O)(=O)OC1=C(C=C(C(=C1)F)F)[Si](C)(C)C)(F)F